(1R,2S,3R,5R)-3-(4-amino-5-fluoro-7H-pyrrolo[2,3-d]pyrimidin-7-yl)-5-[(S)-(4-fluorophenyl)(hydroxy)methyl]cyclopentane-1,2-diol NC=1C2=C(N=CN1)N(C=C2F)[C@H]2[C@@H]([C@@H]([C@H](C2)[C@H](O)C2=CC=C(C=C2)F)O)O